BrC1=C(C=C(OC[C@H](C(=O)OC(C)(C)C)O)C=C1)F tert-butyl (R)-3-(4-bromo-3-fluorophenoxy)-2-hydroxypropionate